[5-(2,6-dimethyl-4-pyridyl)-6-isopropyl-4H-thieno[3,2-b]pyrrol-2-yl]-piperazin-1-yl-methanone CC1=NC(=CC(=C1)C1=C(C2=C(N1)C=C(S2)C(=O)N2CCNCC2)C(C)C)C